5-(2-((2,3-dihydro-1H-inden-2-yl)amino)pyrimidin-5-yl)thiazol-2-amine C1C(CC2=CC=CC=C12)NC1=NC=C(C=N1)C1=CN=C(S1)N